(1r,2s)-2-(difluoromethyl)-N-(5-((4-(2-hydroxy-2-methylpropyloxy)phenyl)ethynyl)-8-(methylamino)-2,7-naphthyridin-3-yl)cyclopropane-1-carboxamide FC([C@@H]1[C@@H](C1)C(=O)NC=1N=CC2=C(N=CC(=C2C1)C#CC1=CC=C(C=C1)OCC(C)(C)O)NC)F